(Z)-2-(5-(3-methoxybenzylidene)-2,4-dioxothiazolidin-3-yl)-N-(4-methyl-2-oxo-2H-chromen-7-yl)acetamide COC=1C=C(\C=C/2\C(N(C(S2)=O)CC(=O)NC2=CC=C3C(=CC(OC3=C2)=O)C)=O)C=CC1